CC(C#C)C1=CC=C(C=C1)CC(C)C (but-3-yn-2-yl)-4-isobutylbenzene